2,6-difluoroacetanilide CC(=O)NC1=C(C=CC=C1F)F